Sodium (2S,5R)-7-oxo-2-(N-(2-(trifluoromethyl) thiazole-4-carbonyl) carbamimidoyl)-1,6-diazabicyclo[3.2.1]octan-6-yl sulfate S(=O)(=O)(ON1[C@@H]2CC[C@H](N(C1=O)C2)C(NC(=O)C=2N=C(SC2)C(F)(F)F)=N)[O-].[Na+]